6-(tert-butyl) 2-methyl 7,8-dihydro-1,6-naphthyridine-2,6(5H)-dicarboxylate N1=C(C=CC=2CN(CCC12)C(=O)OC(C)(C)C)C(=O)OC